FC(C=1N=C2N(CCC[C@@H]2C2CC23NCCC(C3)C(=O)N)C1)(F)F ((R)-2-(trifluoromethyl)-5,6,7,8-tetrahydroimidazo[1,2-a]pyridin-8-yl)-4-azaspiro[2.5]octane-7-carboxamide